COC1=CC=C(C=C1)C1=CC=C(S1)CC1=C(OC=C1)C(=O)N ((5-(4-methoxyphenyl)thiophen-2-yl)methyl)furan-2-carboxamide